IC[C@@H](C(=O)OC)C methyl (R)-3-iodo-2-methylpropionate